O1C(=CC=C1)C(=O)OC(C(=C(C1=CC=C(C=C1)Cl)C1=CC=C(C=C1)Cl)C1=CC=CC=C1)=C1SCCCS1 3,3-Bis(4-chlorophenyl)-1-(1,3-dithian-2-ylidene)-2-PHENYLALLYL FURAN-2-carboxylate